ClC=1C=C(C(=O)N(C)C2C[C@]3(CC[C@@](C2)(N3)C)C)C=CC1[C@@H]1[C@H](C1)C1=NN(C3=NC(=CC=C31)C)C 3-chloro-4-((1S,2S)-2-(1,6-dimethyl-1H-pyrazolo[3,4-b]pyridin-3-yl)cyclopropyl)-N-((1R,3s,5S)-1,5-dimethyl-8-azabicyclo[3.2.1]oct-3-yl)-N-methylbenzamide